(5'S)-3-{[6-(2-fluoroethoxy)pyridazin-3-yl]methoxy}-5'-(pyrazin-2-yl)tetrahydro-3'H-spiro[cyclobutane-1,2'-pyrrolo[2,1-b][1,3]oxazol]-3'-one FCCOC1=CC=C(N=N1)COC1CC2(C(N3C(O2)CC[C@H]3C3=NC=CN=C3)=O)C1